2-(2,4-difluorophenyl)acetyl chloride FC1=C(C=CC(=C1)F)CC(=O)Cl